N1=CC(=CC=C1)C=1C=C(C=C(C1)C=1C=NC=CC1)C1=NC(=NC(=C1)C1=CC(=CC(=C1)C=1C=NC=CC1)C=1C=NC=CC1)C 4,6-Bis(3,5-Bis(pyridin-3-yl)phenyl)-2-methylpyrimidine